4-fluoro-5,6-dimethoxybenzo[b]Thiophene-2-carbonyl chloride FC1=C(C(=CC=2SC(=CC21)C(=O)Cl)OC)OC